C(CCCCCCCCCCCCCC)OC=1OC=CC(C1)=O pentadecyloxy-4-pyrone